N-(2-fluoro-4-(piperazin-1-yl)phenyl)-6-(pyridin-4-yl)-8,9-dihydroimidazo[1',2':1,6]pyrido[2,3-d]pyrimidin-2-amine FC1=C(C=CC(=C1)N1CCNCC1)NC=1N=CC2=C(N1)N1C(C(=C2)C2=CC=NC=C2)=NCC1